(R)-6-(3,5-difluorophenyl)-N-(1,1-dioxido-2,3-dihydrothiophen-3-yl)-2-oxo-1,2-dihydropyridine-3-carboxamide FC=1C=C(C=C(C1)F)C1=CC=C(C(N1)=O)C(=O)N[C@H]1CS(C=C1)(=O)=O